5H-pyrido[3,2-b]indole-7-carboxylic acid N1=CC=CC=2NC=3C=C(C=CC3C21)C(=O)O